(1R,2S,4r)-4-((1-(2-hydroxy-4-(trifluoromethyl)phenyl)pyrido[3,4-d]pyridazin-4-yl)amino)cyclopentan OC1=C(C=CC(=C1)C(F)(F)F)C1=C2C(=C(N=N1)NC1CCCC1)C=NC=C2